(Z)-4-((4-((6-chloro-7-fluoro-1H-indol-3-yl)methylene)2,5-dioxoimidazolidin-1-yl)methyl)-2-fluorobenzonitrile ClC1=CC=C2C(=CNC2=C1F)\C=C\1/NC(N(C1=O)CC1=CC(=C(C#N)C=C1)F)=O